BrC1=CC(=C(C(=C1O)[N+](=O)[O-])C)F 6-Bromo-4-fluoro-3-methyl-2-nitrophenol